O[C@H]1[C@H](O)[C@H](O)[C@H](O1)[C@H](O)C(=O)O β-D-ALLOFURANURONIC ACID